3-[(6R,8aS)-6-ethyl-2-[4-fluoro-2-(trifluoromethyl)phenyl]-3-oxo-5,6,8,8a-tetrahydro-1H-imidazo[1,5-a]pyrazin-7-yl]-6-(2-ethoxy-3-pyridyl)pyridine-2-carbaldehyde C(C)[C@H]1N(C[C@@H]2N(C1)C(N(C2)C2=C(C=C(C=C2)F)C(F)(F)F)=O)C=2C(=NC(=CC2)C=2C(=NC=CC2)OCC)C=O